C1(CC1)N1N=CC(=C1)[C@H]1CN(C[C@H](O1)C)C=1N=C(C2=C(C(N(N=C2)C)=O)N1)C1=C(C=C(C=C1)C(F)(F)F)F 2-[(2S,6R)-2-(1-cyclopropylpyrazol-4-yl)-6-methyl-morpholin-4-yl]-4-[2-fluoro-4-(trifluoromethyl)phenyl]-7-methyl-pyrimido[4,5-d]pyridazin-8-one